bismuth manganese telluride [Te-2].[Mn+2].[Bi+3]